C1(=CC=CC=C1)S(=O)(=O)C1=CC=C(C=C1)CNC(=O)C=1SC=2C=NC=CC2N1 N-{[4-(benzenesulfonyl)phenyl]methyl}-[1,3]thiazolo[5,4-c]pyridine-2-carboxamide